dimethyl-4-hydroxytryptamine oxalate salt C(C(=O)O)(=O)O.CN(CCC1=CNC2=CC=CC(=C12)O)C